C(C)OC(=O)CC1=C(C=CC=C1)NC(=O)C=1C(=C(C(=O)OCC)C=C(C1)O)O ethyl 3-(2-(ethoxycarbonylmethyl) phenylaminocarbonyl)-2,5-dihydroxybenzoate